C(C1=CC=CC=C1)OC(CCCCCNC(CN(CC(=O)O)CC(=O)N(CCO[C@@H]1[C@@H](OC(C)=O)[C@@H](OC(C)=O)[C@H](OC(C)=O)[C@H](O1)COC(C)=O)CCO[C@@H]1[C@@H](OC(C)=O)[C@@H](OC(C)=O)[C@H](OC(C)=O)[C@H](O1)COC(C)=O)=O)=O N-(2-{[6-(benzyloxy)-6-oxohexyl]amino}-2-oxoethyl)-N-[2-(bis{2-[(2,3,4,6-tetra-O-acetyl-α-D-mannopyranosyl)oxy]ethyl}amino)-2-oxoethyl]glycine